aminoguanidinium naphthalenedisulfonate C=1(C(=CC=C2C=CC=CC12)S(=O)(=O)[O-])S(=O)(=O)[O-].NNC(=[NH2+])N.NNC(=[NH2+])N